4-(2-fluoro-5-((4-((4-fluoro-3-(pentafluoro-λ6-sulfaneyl)phenyl)carbamoyl)tetrahydrofuran-3-yl)carbamoyl)-4-methoxyphenoxy)-1-methylcyclohexane-1-carboxylic acid FC1=C(OC2CCC(CC2)(C(=O)O)C)C=C(C(=C1)OC)C(NC1COCC1C(NC1=CC(=C(C=C1)F)S(F)(F)(F)(F)F)=O)=O